CC1(N(CC[C@@H](C1)COS(=O)(=O)C1=CC=C(C)C=C1)C(=O)OC(C)(C)C)C tert-butyl (S)-2,2-dimethyl-4-((tosyloxy)methyl)piperidine-1-carboxylate